6-bromo-4-chloro-7-ethoxyquinazoline BrC=1C=C2C(=NC=NC2=CC1OCC)Cl